S1CCCC1 monothiolan